acetic acid (E)-3,7-dimethyloct-5,7-dien-1-yl ester CC(CCOC(C)=O)C\C=C\C(=C)C